(S) or (R)-N-(amino(5-(2-hydroxypropan-2-yl)thiazol-2-yl)(oxo)-λ6-sulfaneylidene)-2-(4-(2,2-difluorobenzo[d][1,3]dioxol-5-yl)-2,6-diisopropylphenyl)acetamide N[S@@](=NC(CC1=C(C=C(C=C1C(C)C)C1=CC2=C(OC(O2)(F)F)C=C1)C(C)C)=O)(=O)C=1SC(=CN1)C(C)(C)O |o1:1|